FC1=C(N)C=C(C(=C1)Cl)C 2-Fluoro-4-chloro-5-methylaniline